C(=O)OC1=C(C=CC(=C1)Br)OCC1=CC=CC=C1 (benzyloxy)-5-bromophenyl formate